3-[4-(4-aminophenoxy)phenoxy]Aniline NC1=CC=C(OC2=CC=C(OC=3C=C(N)C=CC3)C=C2)C=C1